6-amidinonaphthalen-2-yl 4-guanidinobenzoate bis(methanesulfonate) CS(=O)(=O)O.CS(=O)(=O)O.N(C(=N)N)C1=CC=C(C(=O)OC2=CC3=CC=C(C=C3C=C2)C(N)=N)C=C1